2-[2-oxo-6-[3-(trifluoromethyl)phenyl]-3H-imidazo[4,5-b]pyridin-1-yl]-N-(2-pyridinyl)acetamide O=C1N(C=2C(=NC=C(C2)C2=CC(=CC=C2)C(F)(F)F)N1)CC(=O)NC1=NC=CC=C1